amino-9-ketothianthrene NC1=CC=CC=2SC=3C=CCC(C3SC12)=O